FC=1C=C2C[C@H](CC2=CC1)C1=NN=C2N1C=1CCCCC1C(N2C)=O (S)-1-(5-fluoro-2,3-dihydro-1H-inden-2-yl)-4-methyl-6,7,8,9-tetrahydro-[1,2,4]triazolo[4,3-a]quinazolin-5(4H)-one